(±)-(4aR,13bR)-10-chloro-12-methoxy-4-methyl-1,2,3,4,4a,5,6,13b-octahydro-8H-[1,6]naphthyridino[5,6-b]quinazolin-8-one ClC=1C=C2C(N3C(=NC2=C(C1)OC)[C@@H]1CCCN([C@@H]1CC3)C)=O |r|